ClC=1C=C(C=CC1)[C@H](C)N1N=C(C=C1C(=O)N)C(=O)NC 1-((S)-1-(3-chlorophenyl)ethyl)-N3-methyl-1H-pyrazole-3,5-dicarboxamide